5H-furanone O1C(C=CC1)=O